N-(3-Chlorophenyl)-N'-[5-[2-(thieno[3,2-d]pyrimidin-4-ylamino)ethyl]-2-thiazolyl]urea ClC=1C=C(C=CC1)NC(=O)NC=1SC(=CN1)CCNC=1C2=C(N=CN1)C=CS2